FC=1C(=NC=C(C1[C@@H](CCOC)N1C[C@@H](N([C@@H](C1)C)C(C(C)C)=O)C(=O)NCC1=CC=C(C=C1)C1=NC=CC=N1)F)C (2R,6R)-4-((R)-1-(3,5-difluoro-2-methylpyridin-4-yl)-3-methoxypropyl)-1-isobutyryl-6-methyl-N-(4-(pyrimidin-2-yl)benzyl)piperazine-2-carboxamide